1,2,4-triazolylalanine N1N=C(N=C1)N[C@@H](C)C(=O)O